N-methyl-3-(2-methyl-1-oxo-1,2-dihydro-6-isoquinolinyl)-N-phenyl-6-quinoxalinecarboxamide CN(C(=O)C=1C=C2N=C(C=NC2=CC1)C=1C=C2C=CN(C(C2=CC1)=O)C)C1=CC=CC=C1